ClC1=C(C=CC=C1)NC(C1=CC=C(C=C1)NC1=NC(=NC=C1F)NC1=CC=C(C=C1)CC(=O)N1CCN(CC1)CC1CCN(CC1)C1=CC(=CC=C1)C1C(NC(CC1)=O)=O)=O N-(2-chlorophenyl)-4-((2-((4-(2-(4-((1-(3-(2,6-dioxopiperidin-3-yl)phenyl)piperidin-4-yl)methyl)piperazin-1-yl)-2-oxoethyl)phenyl)amino)-5-fluoropyrimidin-4-yl)amino)benzamide